BrC1=CN(C=2N=CN=C(C21)NCC2=NC(=NC=C2)N2CCN(CC2)C(=O)OC(C)(C)C)S(=O)(=O)C2=CC=C(C)C=C2 tert-butyl 4-(4-(((5-bromo-7-tosyl-7H-pyrrolo[2,3-d]pyrimidin-4-yl)amino)methyl)pyrimidin-2-yl)piperazine-1-carboxylate